C(C=C)C1(CC1)CNC1=NC=CC(=N1)C(=O)NC=1C=NC(=CC1N1CCN(CC1)CC=C)F 2-(((1-allylcyclopropyl)methyl)amino)-N-(4-(4-allylpiperazin-1-yl)-6-fluoropyridine-3-yl)pyrimidine-4-carboxamide